6-(4-methylpiperazin-1-yl)-1H-indole-2-carboxylic acid CN1CCN(CC1)C1=CC=C2C=C(NC2=C1)C(=O)O